ClC1=C(C=CC(=C1)Cl)C(CN)F 2-(2,4-dichlorophenyl)-2-fluoro-ethylamine